C(N)(=O)C=1C=NC(=CC1)C1=C(C=CC=C1F)F 3-carbamoyl-6-(2,6-difluorophenyl)pyridine